ClC1=C(OCC(=O)ON=C(C(C)=O)C)C=CC(=C1)Cl 3-((2-(2,4-dichlorophenoxy)acetoxy)imino)butan-2-one